ClC=1C=C(C=CC1)[C@@H]1[C@H](C1)C(=O)NC=1N=NC=C(C1)OCC1=CC(=NC=C1)N1N=CC(=C1)C |r| rac-(1S*,2S*)-2-(3-chlorophenyl)-N-(5-((2-(4-methyl-1H-pyrazol-1-yl)pyridin-4-yl)methoxy)pyridazin-3-yl)cyclopropanecarboxamide